ClC1=C(C(=O)NC=2C(=NC=CC2C)OC)C=CC=N1 2-chloro-N-(2-methoxy-4-methylpyridin-3-yl)nicotinamide